methyl acetate ethyl-anisate C(C)OC(C1=CC=C(C=C1)OC)=O.C(C)(=O)OC